CC1N(CCC(C1)NC1=CC=C(C=C1)OC(F)(F)F)S(=O)(=O)C1=CC=C(C=C1)C1=CC=C(C=C1)C#N 4'-[(2-methyl-4-{[4-(trifluoromethoxy)phenyl]Amino}piperidin-1-yl)sulfonyl]-[1,1'-biphenyl]-4-carbonitrile